2-Isopropyl-2-Oxazoline C(C)(C)C=1OCCN1